(2R,3S,4R,5S,6R)-2-(Hydroxymethyl)-6-((R)-1-(2-methyl-4-(5-(trifluoromethyl)pyrazin-2-yl)phenyl)propyl)tetrahydro-2H-pyran-3,4,5-triol OC[C@H]1O[C@@H]([C@H]([C@H]([C@@H]1O)O)O)[C@H](CC)C1=C(C=C(C=C1)C1=NC=C(N=C1)C(F)(F)F)C